methyl (S)-4-(5-methoxy-6-(methylamino) benzo[b]thiophen-2-yl)-2-methyl-4-oxobutanoate COC1=CC2=C(SC(=C2)C(C[C@@H](C(=O)OC)C)=O)C=C1NC